The molecule is an alkane that has 21 carbons and a straight-chain structure. It has been isolated from plants like Periploca laevigata and Carthamus tinctorius. It has a role as a pheromone, a plant metabolite and a volatile oil component. CCCCCCCCCCCCCCCCCCCCC